ClC1=CC=C(C=C1)C(C(F)(F)F)N(S(=O)(=O)C1=CN(C(C(=C1C)C)=O)C)C N-(1-(4-chlorophenyl)-2,2,2-trifluoroethyl)-N,1,4,5-tetramethyl-6-oxo-1,6-dihydropyridine-3-sulfonamide